C1(=CC=C(C=C1)NC1=NC2=C(C=3N1C(=NN3)C(=O)O)C=NC=C2)C 5-(p-tolylamino)pyrido[3,4-e][1,2,4]triazolo[4,3-c]pyrimidine-3-carboxylic acid